N-[2-(5-fluoro-1H-indol-3-yl)ethyl]carboxamide FC=1C=C2C(=CNC2=CC1)CCNC=O